2-chloro-1-hexyl-3-methylimidazole hexafluorophosphate F[P-](F)(F)(F)(F)F.ClC1N(C=CN1C)CCCCCC